1,1,3-tris-(2-methyl-4-hydroxy-5-cyclohexyl-phenyl)-butane CC1=C(C=C(C(=C1)O)C1CCCCC1)C(CC(C)C1=C(C=C(C(=C1)C1CCCCC1)O)C)C1=C(C=C(C(=C1)C1CCCCC1)O)C